N-(5-(1,5-naphthyridin-4-yl)-1H-pyrazol-3-yl)-7-fluoro-5-(tetrahydro-2H-pyran-4-yl)-5H-pyrrolo[2,3-b]pyrazin-3-amine N1=CC=C(C2=NC=CC=C12)C1=CC(=NN1)NC1=CN=C2C(=N1)N(C=C2F)C2CCOCC2